N,N-dimethyl-4-oxo-2-(2-oxo-2-(p-tolyl)ethyl)-4-phenylbutanamide CN(C(C(CC(C1=CC=CC=C1)=O)CC(C1=CC=C(C=C1)C)=O)=O)C